(R)-1-(4-(7-(6-amino-3-(trifluoromethyl)pyridin-2-yl)-6-chloro-8-fluoroquinazolin-4-yl)piperazin-1-yl)prop-2-en-1-one NC1=CC=C(C(=N1)C1=C(C=C2C(=NC=NC2=C1F)N1CCN(CC1)C(C=C)=O)Cl)C(F)(F)F